CC1(SCC2=C1N=C(N=C2)C#N)C 7,7-dimethyl-5,7-dihydrothieno[3,4-d]pyrimidine-2-carbonitrile